FC1=C(C(=CC=C1)C(F)(F)F)COC1=CC2=C([C@@]3(CCN([C@@H]3CC2)C(=O)C2CCC(CC2)NC(C)=O)S(=O)(=O)C2=CC=C(C=C2)F)C=C1 N-[(1r,4r)-4-[(3aR,9bR)-7-{[2-fluoro-6-(trifluoromethyl)phenyl]methoxy}-9b-(4-fluorobenzenesulfonyl)-1H,2H,3H,3aH,4H,5H,9bH-benzo[e]indole-3-carbonyl]cyclohexyl]acetamide